tert-Butyl 5-(4-ethoxycarbonylpiperazin-1-yl)-3-[[methyl-[(8S)-5,6,7,8-tetrahydroquinolin-8-yl]amino]methyl]-3,4-dihydro-1H-isoquinoline-2-carboxylate C(C)OC(=O)N1CCN(CC1)C1=C2CC(N(CC2=CC=C1)C(=O)OC(C)(C)C)CN([C@H]1CCCC=2C=CC=NC12)C